Ethyl 5-[6-(cyclopropyl-amino)-2-fluoropyridin-3-yl]-1-(oxan-4-yl)pyrazole-4-carboxylate C1(CC1)NC1=CC=C(C(=N1)F)C1=C(C=NN1C1CCOCC1)C(=O)OCC